4-{[(6-Methoxy-1H-benzimidazol-2-yl)sulfanyl]methyl}-6-methyl-2H-chromen-2-one COC=1C=CC2=C(NC(=N2)SCC2=CC(OC3=CC=C(C=C23)C)=O)C1